(Z)-2-ferrocenyl-6-hydroxybenzofuran-3(2H)-one [C-]1(C=CC=C1)C1OC2=C(C1=O)C=CC(=C2)O.[CH-]2C=CC=C2.[Fe+2]